FC(N1N=CC(=C1)S(=O)(=O)N1N=C2C(=C1)CN(C2)C([C@H](CO)C2=CC=CC=C2)=O)F (2S)-1-(2-{[1-(difluoromethyl)-1H-pyrazol-4-yl]sulfonyl}-2H,4H,5H,6H-pyrrolo[3,4-c]pyrazol-5-yl)-3-hydroxy-2-phenylpropan-1-one